N1=C(C=CC=C1)S(=O)(=O)NC1=C(C=CC=C1)I N-pyridinesulfonyl-o-iodoaniline